C(#N)[C@H]1N(CCC1)C(CN1C[C@@H](CC1)C(=O)NC=1C=NC2=CC=CC=C2C1)=O (R)-1-(2-((S)-2-cyanopyrrolidin-1-yl)-2-oxoethyl)-N-(quinolin-3-yl)pyrrolidine-3-carboxamide